CC1=NC(=NO1)C=1C=C(C(=O)NCCC(=O)O)C=C(C1)C(F)(F)F 3-[[3-(5-methyl-1,2,4-oxadiazol-3-yl)-5-(trifluoromethyl)benzoyl]amino]propionic acid